C(CCCCCCCCC=C)(=O)O.C(C=CCCCC)(=O)O heptenoic acid undecylenate